(6-fluoroquinolin-7-yl)acetamide FC=1C=C2C=CC=NC2=CC1CC(=O)N